2-fluoro-4'-chlorobenzophenone FC1=C(C(=O)C2=CC=C(C=C2)Cl)C=CC=C1